P(O)(=O)(OP(=O)(O)OP(=O)(O)O)OC[C@@H]1[C@H]([C@H]([C@@H](O1)N1C=NC=2C(NC)=NC=NC12)OC)O 2'-O-methyl-N6-methyladenosine-5'-triphosphate